4-(5-aminopyridin-2-yl)benzoic acid tert-butyl ester C(C)(C)(C)OC(C1=CC=C(C=C1)C1=NC=C(C=C1)N)=O